C(C)(C)(C)OC(=O)N1CCN(CC1)CC1=CC(=C(C(=C1)OC)[N+](=O)[O-])F.FC1=C(C(=CC=C1C(=O)C1=NNC2=NC=C(C=C21)C=2C=NC=NC2)F)NS(=O)(=O)CCC N-(2,6-difluoro-3-(5-(pyrimidin-5-yl)-1H-pyrazolo[3,4-b]pyridine-3-carbonyl)phenyl)propane-1-sulfonamide tert-Butyl-4-[(3-fluoro-5-methoxy-4-nitrophenyl)methyl]piperazine-1-carboxylate